[Na+].[Na+].C(CC)(=O)[O-].C(CC)(=O)[O-] dipropionate disodium salt